CC1=CC2C(CC1)C(=O)OC2=O 4-methyl-3-cyclohexene-1,2-dicarboxylic anhydride